p-benzoyloxybenzenesulfonate C(C1=CC=CC=C1)(=O)OC1=CC=C(C=C1)S(=O)(=O)[O-]